C(CCCCC)(=O)OCC1=C(C(=O)O[C@@H]2[C@](O[C@H](C2)N2C3=NC(=NC(=C3N=C2)N)Cl)(CO)C#C)C=CC=C1 (2R,3S,5R)-5-(6-amino-2-chloro-9H-purin-9-yl)-2-ethynyl-2-(hydroxymethyl)tetrahydrofuran-3-yl 2-((hexanoyloxy)methyl)benzoate